C1(CCCC1)NC(=O)C1=NC2=C(N1)C=CC(=C2)OC N-cyclopentyl-5-methoxy-1H-benzo[d]imidazole-2-carboxamide